2-(((1r,4r)-4-(((3-Chlorophenyl)(4-fluorophenyl)carbamoyloxy)methyl)cyclohexyl)methoxy)acetic Acid ClC=1C=C(C=CC1)N(C(=O)OCC1CCC(CC1)COCC(=O)O)C1=CC=C(C=C1)F